C(C)(C)S Isopropanethiol